OC1=C(CN2CCN(CCN(CCN(CC2)CC(=O)O)CC(=O)O)CC(=O)O)C=CC=C1C 2,2',2''-(10-(2-hydroxy-3-methylbenzyl)-1,4,7,10-tetraazacyclododecane-1,4,7-triyl)triacetic acid